2-(2-Amino-9-((2R,3R,5S)-3-hydroxy-5-(hydroxymethyl)tetrahydrofuran-2-yl)-6,8-dioxo-1,6,8,9-tetrahydro-7H-purin-7-yl)-N-(methylsulfonyl)acetamid NC=1NC(C=2N(C(N(C2N1)[C@@H]1O[C@@H](C[C@H]1O)CO)=O)CC(=O)NS(=O)(=O)C)=O